5-(3-methoxybenzyl)-N-((R)-3-methyl-1-((3aS,4S,6S,7aR)-3a,5,5-trimethylhexahydro-4,6-methanobenzo[d][1,3,2]dioxaborol-2-yl)butyl)-4,5-dihydroisoxazol-5-carboxamide COC=1C=C(CC2(CC=NO2)C(=O)N[C@@H](CC(C)C)B2O[C@@]3([C@H](O2)C[C@H]2C([C@@H]3C2)(C)C)C)C=CC1